FC1=C(C=CC=C1)C=1C2=C(N=C(N1)N1CC3(CN(C3)C(=O)OC(C)(C)C)CC1)N(C=C2)C(CC(=O)NC)CC(C)C tert-butyl 6-(4-(2-fluorophenyl)-7-(5-methyl-1-(methylamino)-1-oxohexan-3-yl)-7H-pyrrolo[2,3-d]pyrimidin-2-yl)-2,6-diazaspiro[3.4]octane-2-carboxylate